FC1=C(C=C2C(=NN(C2=C1)C(=O)OC(C)(C)C)C1=CC=CC=C1)NC(=O)OC(C)(C)C Tert-Butyl 6-fluoro-5-[(2-methylpropan-2-yl)oxycarbonylamino]-3-phenylindazole-1-carboxylate